N-(4-methoxybenzylidene)-2-methylpropane-2-sulfinamide COC1=CC=C(C=NS(=O)C(C)(C)C)C=C1